NC(CO)C1CCCC1 2-amino-2-cyclopentylethanol